FC=1C(=C2C(NC=NN2C1)=O)C1CCN(CC1)C(=O)OC(C)(C)C tert-butyl 4-(6-fluoro-4-oxo-3,4-dihydropyrrolo[2,1-f][1,2,4]triazin-5-yl)piperidine-1-carboxylate